[18F]fluorobenzylguanidine [18F]N(C(=N)N)CC1=CC=CC=C1